Methyl 4-[([3-[4-(trifluoromethyl)bicyclo[2.2.1]heptan-1-yl]-1,2-oxazol-5-yl]carbamoyl)methyl]benzoate FC(C12CCC(CC1)(C2)C2=NOC(=C2)NC(=O)CC2=CC=C(C(=O)OC)C=C2)(F)F